3-(2-hydroxyethoxy)-5-methyl-piperidine-1-carboxylic acid tert-butyl ester C(C)(C)(C)OC(=O)N1CC(CC(C1)C)OCCO